(2-Chloropyrimidin-4-yl)piperidine-4-carboxylic acid ethyl ester C(C)OC(=O)C1CCN(CC1)C1=NC(=NC=C1)Cl